C(C1=CC=CC=C1)(C1=CC=CC=C1)N[C@H]1CO[C@@H](OC1)C(=O)N1[C@H](C2=CC=CC=C2CC1)C1=CC=C(C=C1)F (trans-5-(benzhydrylamino)-1,3-dioxan-2-yl)((S)-1-(4-fluorophenyl)-3,4-dihydroisoquinolin-2(1H)-yl)methanone